C(\C(\C)=C/C(=O)[O-])(=O)OCCC n-propyl citraconate